Methyl 2-oxocyclopentanecarboxylate O=C1C(CCC1)C(=O)OC